N-((1R,2S)-2-Aminocyclopentyl)-4-oxo-5-(6-phenoxypyridin-3-yl)-4,5-dihydro-3H-1-thia-3,5,8-triazaacenaphthylene-2-carboxamide N[C@@H]1[C@@H](CCC1)NC(=O)C=1SC=2N=CC=C3N(C(NC1C23)=O)C=2C=NC(=CC2)OC2=CC=CC=C2